2-bromo-3-(4,4,5,5-tetramethyl-1,3,2-dioxaborolan-2-yl)pyridine BrC1=NC=CC=C1B1OC(C(O1)(C)C)(C)C